ethyl 2-(piperidin-4-ylidene)acetate compound with 2,2,2-trifluoroacetaldehyde FC(C=O)(F)F.N1CCC(CC1)=CC(=O)OCC